aluminium titanium iron silicon [Si].[Fe].[Ti].[Al]